C(C=C)(=O)N1CCN(CC1)C=1C2=C(N(C(N1)=O)C1=C(C=CC=C1C)C(C)C)N=C(C(=C2)F)C2=C(C=CC=C2)F 4-(4-propenoylpiperazin-1-yl)-6-fluoro-7-(2-fluorophenyl)-1-(2-isopropyl-6-methylphenyl)pyrido[2,3-d]pyrimidin-2(1H)-one